4-(2-methyl-3,3a,4,5,6,6a-hexahydro-1H-cyclopenta[c]pyrrol-5-yl)-8-oxo-11-thia-1,3,5-triazatetracyclo[8.7.0.02,7.012,17]heptadeca-2,4,6,9,12(17),13,15-heptaene-9-carboxylic acid CN1CC2C(C1)CC(C2)C=2N=C1N3C=4C=CC=CC4SC3=C(C(C1=CN2)=O)C(=O)O